CN1C(C=2C=CC=C(C2CC1)S(=O)(=O)Cl)=O 2-methyl-1-oxo-3,4-dihydroisoquinoline-5-sulfonyl chloride